5-Fluoro-N-({4-methyl-2-[6-methyl-3-(2H-1,2,3-triazol-2-yl)pyridin-2-carbonyl]-2-azabicyclo[3.1.1]heptan-3-yl}methyl)-1,3-benzothiazol-2-amin FC=1C=CC2=C(N=C(S2)NCC2N(C3CC(C2C)C3)C(=O)C3=NC(=CC=C3N3N=CC=N3)C)C1